methyl (S)-2-amino-3-(7-fluoro-8-(4-methoxy-1,6-dimethyl-2-oxo-1,2-dihydropyridin-3-yl)quinolin-5-yl)propanoate N[C@H](C(=O)OC)CC1=C2C=CC=NC2=C(C(=C1)F)C=1C(N(C(=CC1OC)C)C)=O